BrC1=C2C(C(N(C2=CC=C1)C1=NC=CC=N1)=O)(C)C 4-bromo-3,3-dimethyl-1-(pyrimidin-2-yl)indolin-2-one